5-(3-chloro-5-methylphenyl)thiazol-2-amine ClC=1C=C(C=C(C1)C)C1=CN=C(S1)N